[(2S,3E,5E)-6-[(2S,3S,4E,6S,7S,10S)-6-acetyloxy-7,10-dihydroxy-3,7-dimethyl-12-oxo-1-oxacyclododec-4-en-2-yl]-2-methylhepta-3,5-dienyl] (2R,3R)-3-hydroxy-2-methylpentanoate O[C@@H]([C@H](C(=O)OC[C@H](\C=C\C=C(/C)\[C@H]1OC(C[C@H](CC[C@]([C@H](/C=C/[C@@H]1C)OC(C)=O)(C)O)O)=O)C)C)CC